C(C1=CC=CC=C1)S(=O)(=O)NC(=O)C=1N=NC(=CC1)N1CCN(CC1)C(C1=CC(=C(C=C1)C=1C=NC=C(C1)O)F)=O N-Benzylsulfonyl-6-[4-[3-fluoro-4-(5-hydroxypyridin-3-yl)benzoyl]piperazin-1-yl]pyridazine-3-carboxamide